C(C)OC(NC1=C(C=C(C=C1)NCC1=CC=C(C=C1)SC)C(F)(F)F)=O [4-(4-Methylsulfanyl-benzylamino)-2-trifluoromethyl-phenyl]-carbamic acid ethyl ester